pyridinium bisulfate S([O-])(O)(=O)=O.[NH+]1=CC=CC=C1